1-carbonyl-1,3-dihydrospiro[indene-2,4'-piperidine]-1'-carboxylic acid tert-butyl ester C(C)(C)(C)OC(=O)N1CCC2(CC1)C(C1=CC=CC=C1C2)=C=O